1,3,5-tris(p-formyl-phenyl)benzene Methyl-5-benzyl-3-[3-(isoquinolin-1-yl)phenyl]-4,5-dihydro-1,2-oxazole-5-carboxylate COC(=O)C1(CC(=NO1)C1=CC(=CC=C1)C1=NC=CC2=CC=CC=C12)CC1=CC=CC=C1.C(=O)C1=CC=C(C=C1)C1=CC(=CC(=C1)C1=CC=C(C=C1)C=O)C1=CC=C(C=C1)C=O